N-((trans)-2-cyanocyclohexyl)-4-methyl-benzenesulfonamide C(#N)[C@H]1[C@@H](CCCC1)NS(=O)(=O)C1=CC=C(C=C1)C